(4-hydroxy-3,5-dimethylphenyl)sulfonium trifluoromethanesulfonate FC(S(=O)(=O)[O-])(F)F.OC1=C(C=C(C=C1C)[SH2+])C